tosyl phosphate P(=O)(OS(=O)(=O)C1=CC=C(C)C=C1)([O-])[O-]